9,9-dimethyl-fluoren-2-amine CC1(C2=CC=CC=C2C=2C=CC(=CC12)N)C